C(CCCCCCC)(=O)OCC(COC(C(=C)C)=O)(COC(CCCCCCC)=O)COC(CCCCCCC)=O pentaerythritol monomethacrylate tricaprylate